[C@@H](C)(CC)N1N=CN(C1=O)C1=CC=C(C=C1)N1CCN(CC1)C1=CC=C(C=C1)OC[C@H]1O[C@](OC1)(C(F)(F)F)C1=C(C=C(C=C1)Cl)Cl 2-((R)-sec-Butyl)-4-(4-(4-(4-(((2S,4R)-2-(2,4-dichlorophenyl)-2-trifluoromethyl-1,3-dioxolan-4-yl)methoxy)phenyl)piperazin-1-yl)phenyl)-2,4-dihydro-3H-1,2,4-triazol-3-one